C(C)(C)N1C(=NC(=C1)C(F)(F)F)N1CCC(CC1)CNC(OC(C)(C)C)=O tert-butyl ((1-(1-isopropyl-4-(trifluoromethyl)-1H-imidazol-2-yl)piperidin-4-yl)methyl)carbamate